N[C@@H]1CCCC12CCN(CC2)C2=NC=C(C=1N2C=NN1)SCCC(=O)OC methyl (R)-3-((5-(1-amino-8-azaspiro[4.5]decan-8-yl)-[1,2,4]triazolo[4,3-c]pyrimidin-8-yl)thio)propionate